5-Bromo-2,3-dihydrobenzo-furan-7-sulfonyl chloride BrC=1C=C(C2=C(CCO2)C1)S(=O)(=O)Cl